C(C)(C)(C)OC(=O)N1[C@@H](CCC1)C1=C2CCN(CC2=CC(=C1)C=1C=C2C(=NC1)NC=C2C)C2CCOCC2 (S)-2-(7-(3-methyl-1H-pyrrolo[2,3-b]pyridin-5-yl)-2-(tetrahydro-2H-pyran-4-yl)-1,2,3,4-tetrahydroisoquinolin-5-yl)pyrrolidine-1-carboxylic acid tert-butyl ester